5-(ethylsulfonyl)-4-(1-methyl-5-(4-(trifluoromethoxy)phenyl)-1H-imidazol-2-yl)-2-(1H-1,2,4-triazol-1-yl)pyrimidine C(C)S(=O)(=O)C=1C(=NC(=NC1)N1N=CN=C1)C=1N(C(=CN1)C1=CC=C(C=C1)OC(F)(F)F)C